(E)-N-(2-(5-(tert-Butyl)-2-hydroxy-4-methoxybenzoyl)-5-methylisoindolin-4-yl)-4-(dimethylamino)-N-methylbut-2-enamide C(C)(C)(C)C=1C(=CC(=C(C(=O)N2CC3=CC=C(C(=C3C2)N(C(\C=C\CN(C)C)=O)C)C)C1)O)OC